para-chlorobenzyl-(dimethoxy)-benzoin ClC1=CC=C(CC2=C(C(=C(C=C2)C(=O)C(O)C2=CC=CC=C2)OC)OC)C=C1